acrylic acid-N-methylolacrylamide C(O)NC(C=C)=O.C(C=C)(=O)O